N1(C=CC=C1)NC(C)=O N-(1H-Pyrrol-1-yl)acetamide